N(=[N+]=[N-])CCCCOC1=CC=C(C=C1)NC(N(CCCC)CC1=CC=C(C(=O)NO)C=C1)=O 4-((3-(4-(4-azidobutoxy)phenyl)-1-butylureido)methyl)-N-hydroxybenzamide